C1(CC1)N(S(=O)(=O)N)CC1=CC=C(C=C1)NC1=CC=NC=2NC(C=CC12)=O N-cyclopropyl-N-(4-((7-oxo-7,8-dihydro-1,8-naphthyridin-4-yl)amino)benzyl)sulfamide